(5-methyl-8-(p-tolyl)-1,3,4,5-tetrahydro-2H-pyrido[4,3-b]indol-2-yl)(phenyl)methanone CN1C2=C(C=3C=C(C=CC13)C1=CC=C(C=C1)C)CN(CC2)C(=O)C2=CC=CC=C2